NC1=NC=NN2C1=C(N=C2C2CCC(OC2)CO)C2=C(C(=C(C=C2)OC2=CC=CC=C2)F)F (5-(4-amino-5-(2,3-difluoro-4-phenoxyphenyl)imidazo[5,1-f][1,2,4]triazin-7-yl)tetrahydro-2H-pyran-2-yl)methanol